N=1N=C(NC1)C1CN(CC1)C(=O)N1CC(C1)OCC=1C=NC(=NC1)C(F)(F)F [3-(4H-1,2,4-Triazol-3-yl)pyrrolidin-1-yl]-[3-[[2-(trifluoromethyl)pyrimidin-5-yl]methoxy]azetidin-1-yl]methanone